β-cyclopentyl-L-alanine C1(CCCC1)C[C@H](N)C(=O)O